5-[[2-[5-methyl-2-(4,5,6,7-tetrahydro-1H-indazol-5-yl)-1-piperidyl]-2-oxo-acetyl]amino]piperidine-3-carboxamide CC1CCC(N(C1)C(C(=O)NC1CC(CNC1)C(=O)N)=O)C1CC=2C=NNC2CC1